NC=1C(=NC(=C(N1)F)C1=CC(=C(C=C1)C=1CCOCC1)CN(C)CC)C=1C=C2C(CNC(C2=CC1)=O)(F)F 6-(3-amino-6-(4-(3,6-dihydro-2H-pyran-4-yl)-3-((ethyl(methyl)amino)methyl)phenyl)-5-fluoropyrazin-2-yl)-4,4-difluoro-3,4-dihydroisoquinolin-1(2H)-one